tert-Butyl (2S,3S)-2-methyl-3-(4-methylpiperazin-1-yl)pyrrolidine-1-carboxylate C[C@@H]1N(CC[C@@H]1N1CCN(CC1)C)C(=O)OC(C)(C)C